Chloromethyl ((2-(methylamino)pyridin-3-yl)methyl)(3,3,3-trifluoropropyl)carbamate CNC1=NC=CC=C1CN(C(OCCl)=O)CCC(F)(F)F